2-methanesulfonamido-benzimidazol CS(=O)(=O)NC=1NC2=C(N1)C=CC=C2